t-butyl [(1,2,3,4-tetrahydroisoquinolin-7-yl)oxy]acetate C1NCCC2=CC=C(C=C12)OCC(=O)OC(C)(C)C